tert-butyl (3R,4S)-4-((5-(1-(5-(cyclopropylcarbamoyl)-4-fluoro-2-methylphenyl)-1H-imidazol-4-yl)-6-fluoropyridin-3-yl)amino)-3-fluoropiperidine-1-carboxylate C1(CC1)NC(=O)C=1C(=CC(=C(C1)N1C=NC(=C1)C=1C=C(C=NC1F)N[C@@H]1[C@@H](CN(CC1)C(=O)OC(C)(C)C)F)C)F